4-bromo-7,9-dichloro-5-fluoro-2-methyl-pyrazolo[4,3-f]quinoline BrC=1C=2C(C=3C(=CC(=NC3C1F)Cl)Cl)=CN(N2)C